2-(4-(1-methyl-2-(pyrrolidin-1-ylmethyl)-1H-imidazol-5-yl)phenoxy)-4-(trifluoromethyl)benzaldehyde CN1C(=NC=C1C1=CC=C(OC2=C(C=O)C=CC(=C2)C(F)(F)F)C=C1)CN1CCCC1